tert-butyl (3S)-4-{[4-(hydroxymethyl) phenyl] methyl}-3-methylpiperazine-1-carboxylate OCC1=CC=C(C=C1)CN1[C@H](CN(CC1)C(=O)OC(C)(C)C)C